O1C(COCC1)COC1=CC(=C(C(=N1)CCC1=CC=C(OCCNC(OC(C)(C)C)=O)C=C1)C)O Tert-butyl (2-(4-(2-(6-((1,4-dioxan-2-yl)methoxy)-4-hydroxy-3-methylpyridin-2-yl)ethyl)phenoxy)ethyl)carbamate